The molecule is an (S)-3-hydroxyacyl-CoA(4-) arising from deprotonation of the phosphate and diphosphate OH groups of (S)-3-hydroxyoctanoyl-CoA; major species at pH 7.3. It is a 3-hydroxyoctanoyl-CoA(4-) and a (S)-3-hydroxyacyl-CoA(4-). It is a conjugate base of a (S)-3-hydroxyoctanoyl-CoA. CCCCC[C@@H](CC(=O)SCCNC(=O)CCNC(=O)[C@@H](C(C)(C)COP(=O)([O-])OP(=O)([O-])OC[C@@H]1[C@H]([C@H]([C@@H](O1)N2C=NC3=C(N=CN=C32)N)O)OP(=O)([O-])[O-])O)O